2-methanesulfinyl-6H,7H,8H,9H-cyclohepta[d]pyrimidin-5-one CS(=O)C=1N=CC2=C(N1)CCCCC2=O